C([O-])([O-])=O.C[N+]1=C(NC=C1)C(CC(CCC)CC)CC.C[N+]1=C(NC=C1)C(CC(CCC)CC)CC methyl-1,3-di-2-ethylhexyl-imidazolium carbonate salt